2-((((9H-Fluoren-9-yl)methoxy)carbonyl)(methyl)amino)-3-(4-chlorophenyl)propanoic acid C1=CC=CC=2C3=CC=CC=C3C(C12)COC(=O)N(C(C(=O)O)CC1=CC=C(C=C1)Cl)C